CN1N=CC(=C1)C1=NN2C(=NC=3C=CC=CC3C2=N1)N[C@@H]1C(NCCNC1)=O (6S)-6-{[2-(1-methyl-1H-pyrazol-4-yl)[1,2,4]triazolo[1,5-c]quinazolin-5-yl]amino}-1,4-diazepan-5-one